OC[C@@H]1C[C@H](CCC1)SCC1=NC2=C(C=CC=C2C(N1)=O)C 2-(((trans-3-(Hydroxymethyl)cyclohexyl)thio)methyl)-8-methylquinazolin-4(3H)-one